FC=1C(=CC=2C3=C(NC(C2C1)=O)COC[C@H]3NC)F (1S)-8,9-difluoro-1-(methylamino)-1,2,4,5-tetrahydropyrano[3,4-c]isoquinolin-6-one